OC(=O)C(F)(F)F.N[C@H](C(=O)NCCOCCOC[C@@H](COCC1=CC=CC=C1)O)CCCCN (2S)-2,6-diamino-N-[2-[2-[(2R)-3-benzyloxy-2-hydroxy-propoxy]ethoxy]ethyl]hexanamide TFA salt